4-chloro-3-methylpyridine ClC1=C(C=NC=C1)C